[Cl-].FC1=C(C=NC=C1)[NH3+] (4-fluoro-3-pyridyl)ammonium chloride